CN1C=2C(C(=O)OC1=O)=C(C=CC2)Cl N-methyl-6-chloroisatoic anhydride